5-(2,4,6-trimethylphenyl)-2-propionyl-3-hydroxy-2-cyclohexen-1-one CC1=C(C(=CC(=C1)C)C)C1CC(=C(C(C1)=O)C(CC)=O)O